[Si](C1=CC=CC=C1)(C1=CC=CC=C1)(C(C)(C)C)OCC1CC(C1)N1C(C[C@@H](C1)C1=C(C(=CC=C1O)Cl)Cl)=S |r| rac-1-((1s,3s)-3-(((tert-butyldiphenylsilyl)oxy)methyl)cyclobutyl)-4-(2,3-dichloro-6-hydroxyphenyl)pyrrolidine-2-thione